ClC1=NC=2N(C=C1)N=C(C2C(=O)N2CC(C2)CF)C2=NC=CN=C2C 5-Chloro-3-(3-(fluoromethyl)azetidine-1-carbonyl)-2-(3-methylpyrazin-2-yl)pyrazolo[1,5-a]pyrimidin